palladium (II) tetraphenylporphyrin C1(=CC=CC=C1)C1=C2C=CC(C(=C3C=CC(=C(C=4C=CC(=C(C5=CC=C1N5)C5=CC=CC=C5)N4)C4=CC=CC=C4)N3)C3=CC=CC=C3)=N2.[Pd+2]